C(C)(=O)[O-].C(CCCCCCCCCCC)[NH+]1CC(CC1)CC 1-Dodecyl-3-ethylpyrrolidinium acetat